fluorenyl-quinoline C1(=CC=CC=2C3=CC=CC=C3CC12)C1=NC2=CC=CC=C2C=C1